7-(4-fluoro-2-isopropoxyphenyl)-4-(4-methyl-1H-pyrazol-1-yl)-6-(4,5,6,7-tetrahydropyrazolo[1,5-a]pyrazin-2-yl)thieno[3,2-c]pyridine trifluoroacetate FC(C(=O)O)(F)F.FC1=CC(=C(C=C1)C=1C2=C(C(=NC1C1=NN3C(CNCC3)=C1)N1N=CC(=C1)C)C=CS2)OC(C)C